C12CN(CC(CC1)N2)C=2OC1=C(N2)C(=CC=C1C=1SC=C(N1)C)OC(C(C)(O)C)(F)F 1-((2-(3,8-diazabicyclo[3.2.1]octan-3-yl)-7-(4-methylthiazol-2-yl)benzo[d]oxazol-4-yl)oxy)-1,1-difluoro-2-methylpropan-2-ol